N-(2-oxo-2-(prop-2-yn-1-ylamino)ethyl)-2-(N-(1-(1-(2-(trifluoromethyl)phenyl)ethyl)piperidin-4-yl)methylsulfonamido)acetamide O=C(CNC(CN(S(=O)(=O)C)C1CCN(CC1)C(C)C1=C(C=CC=C1)C(F)(F)F)=O)NCC#C